[2H]C(N(C)C)(CC1=CNC2=CC=CC=C12)[2H] α,α-Dideutero-N,N-dimethyltryptamin